C=C1CN2[C@H]3[C@@H](C[C@H]2C1)C3 (1aR,5aS,6aR)-4-methylenehexahydrocyclopropa[b]pyrrolizine